(3S,4R)-1-(4-((8-((S)-2-(difluoromethyl)azetidin-1-yl)-5-isopropyl-2,7-naphthyridin-3-yl)amino)pyrimidin-2-yl)-3-fluoro-3-methylpiperidin-4-ol FC([C@H]1N(CC1)C=1N=CC(=C2C=C(N=CC12)NC1=NC(=NC=C1)N1C[C@]([C@@H](CC1)O)(C)F)C(C)C)F